FC(COC1=C(C=O)C=C(C(=C1)C=1C2=C(C(N(C1)C)=O)N(N=C2)CC2=CC=C(C=C2)OC)OC)F 2-(2,2-difluoroethoxy)-5-methoxy-4-(1-(4-methoxybenzyl)-6-methyl-7-oxo-6,7-dihydro-1H-pyrazolo[3,4-c]pyridin-4-yl)benzaldehyde